2-(Benzotriazol-1-yl)-N-[(3,5-dichlorophenyl)methyl]-N-[4-(3-pyridyl)phenyl]acetamide N1(N=NC2=C1C=CC=C2)CC(=O)N(C2=CC=C(C=C2)C=2C=NC=CC2)CC2=CC(=CC(=C2)Cl)Cl